4-[[4-[2-(2,6-dioxo-3-piperidinyl)-4-fluoro-1-oxo-isoindolin-5-yl]piperazin-1-yl]methyl]-4-fluoro-piperidine-1-carboxylic acid tert-butyl ester C(C)(C)(C)OC(=O)N1CCC(CC1)(F)CN1CCN(CC1)C=1C(=C2CN(C(C2=CC1)=O)C1C(NC(CC1)=O)=O)F